C(C)OC(=O)C1=C(CN(N1)C(C1=CC=C(C=C1)[N+](=O)[O-])=O)C(F)(F)F 2-(4-nitrobenzoyl)-4-(trifluoromethyl)-1H-pyrazole-5-carboxylic acid ethyl ester